1-{5-[4-(trifluoromethyl)phenyl]-1H-imidazol-2-yl}methanamine FC(C1=CC=C(C=C1)C1=CN=C(N1)CN)(F)F